isostearyl isonicotinate C(C1=CC=NC=C1)(=O)OCCCCCCCCCCCCCCCC(C)C